NC1=CC=C(C=N1)C(=O)N1CC(OCC1)C1=NC=C(C=C1)CC1=CC=C(C=C1)C (6-aminopyridin-3-yl)(2-(5-(4-methylbenzyl)pyridin-2-yl)morpholino)methanone